5-bromo-2-(methylthio)-6-phenylpyrimidin-4-amine BrC=1C(=NC(=NC1C1=CC=CC=C1)SC)N